C(C)(C)(C)N(C(O)=O)CCN(C)C1=NC(=C(C(=C1C#N)C1CC1)C#N)SC(C(=O)N)C1=CC=CC=C1.C(=O)(O)C1=CC=C(C=C1)C1(C(C=CC=C1)(C1=CC=CC=C1)C1=CC=CC=C1)C1=CC=CC=C1 1-(4-carboxyphenyl)-1,2,2-triphenyl-benzene tert-butyl-(2-((6-((2-amino-2-oxo-1-phenylethyl)thio)-3,5-dicyano-4-cyclopropylpyridin-2-yl)(methyl)amino)ethyl)carbamate